N1(CCNCCC1)C1=NN(CC2=CC=CC=C12)C1=C(C=C(C=C1)F)F 4-(1,4-diazepan-1-yl)-2-(2,4-difluorophenyl)phthalazin